6-methoxy-7-(3-(pyrrolidin-1-yl)propoxy)-N-(tetrahydro-2H-pyran-4-yl)-2-(tetrahydropyrimidin-1(2H)-yl)quinazolin-4-amine COC=1C=C2C(=NC(=NC2=CC1OCCCN1CCCC1)N1CNCCC1)NC1CCOCC1